C[C@H]1[C@@H]([C@H]([C@H]([C@@H](O1)OC2=CC3=CC4=C(C(=C3C(=C2C(=O)OC)C)O)C(=O)[C@@]5(C(=O)C=C([C@H]([C@@]5(C4=O)O)O)OC)O)O)O)O The molecule is a member of the class of tetracenomycins that is 8-demethyltetracenomycin C in which the hydroxyl hydrogen at position 8 is replaced by an alpha-L-rhamnosyl residue. It has a role as a bacterial metabolite. It is a tetracenomycin, a member of phenols, an enone, an alpha-L-rhamnoside, an enol ether, a monosaccharide derivative, a methyl ester, a cyclic ketone and a tertiary alpha-hydroxy ketone. It derives from a tetracenomycin C.